(4-aminophenyl)diazonium NC1=CC=C(C=C1)[N+]#N